Tri(methylethylamino)niobium (III) CN(CC)[Nb](N(C)CC)N(C)CC